O[C@H]1C[C@H](CCC1)NC1=C2C(=NC=C1C(=O)OCC)NC=C2 ethyl 4-(((1S,3R)-3-hydroxycyclohexyl)amino)-1H-pyrrolo[2,3-b]pyridine-5-carboxylate